C(CCC)N1CN(CN(C1)CCCC)CCCC 1,3,5-tributyl-hexahydro-1,3,5-triazine